Cyclopropyl ((((1S,4R)-4-(2-amino-6-methoxy-9H-purin-9-yl)cyclopent-2-en-1-yl)methoxy)(4-chlorophenoxy)phosphoryl)-L-alaninate NC1=NC(=C2N=CN(C2=N1)[C@H]1C=C[C@H](C1)COP(=O)(OC1=CC=C(C=C1)Cl)N[C@@H](C)C(=O)OC1CC1)OC